5-[4-[3,3-Difluoro-4-[(4-methylmorpholin-2-yl)methoxy]pyrrolidine-1-yl]thieno[2,3-d]pyrimidin-6-yl]-1H-pyrimidine-2,4-dione FC1(CN(CC1OCC1CN(CCO1)C)C=1C2=C(N=CN1)SC(=C2)C=2C(NC(NC2)=O)=O)F